C(C)OC([C@H]([C@H](CC(=C)C)C)N=C(C1=CC=CC=C1)C1=CC=CC=C1)=O (2S,3S)-2-(benzhydrylideneamino)-3,5-dimethyl-hex-5-enoic acid ethyl ester